N-((R)-1-cyanopyrrolidin-3-yl)-3-(1-methyl-1H-pyrazol-4-yl)pyrrolidine-1-carboxamide C(#N)N1C[C@@H](CC1)NC(=O)N1CC(CC1)C=1C=NN(C1)C